O=C1NC(CC[C@H]1N1C(C2=CC=C(C=C2C1=O)N1CC2(CC(C2)C(=O)NC)CC1)=O)=O |r| 6-[2-[(3RS)-2,6-dioxopiperidin-3-yl]-1,3-dioxoisoindol-5-yl]-N-methyl-6-azaspiro[3.4]octane-2-carboxamide